6-(3-chloro-6-(difluoromethyl)-2-fluorophenyl)-3-methyl-N-(1-((S or R)-1-(2-((1R,5S)-2-oxo-3-azabicyclo[3.1.0]hex-3-yl)pyrimidin-5-yl)ethyl)-1H-pyrazol-4-yl)pyrazine-2-carboxamide ClC=1C(=C(C(=CC1)C(F)F)C1=CN=C(C(=N1)C(=O)NC=1C=NN(C1)[C@@H](C)C=1C=NC(=NC1)N1C([C@@H]2C[C@@H]2C1)=O)C)F |o1:24|